3-METHOXY-4-(PYRIDIN-4-YLMETHOXY)PHENYLBORONIC ACID COC=1C=C(C=CC1OCC1=CC=NC=C1)B(O)O